N-3-Aminopropylimidazol NCCCN1C=NC=C1